(6-methyl-3-(pyrimidin-2-yl)pyridin-2-yl)((1S,4S,6R)-6-((5-(trifluoromethyl)pyrazin-2-yl)amino)-2-azabicyclo[2.2.1]heptan-2-yl)methanone CC1=CC=C(C(=N1)C(=O)N1[C@@H]2[C@@H](C[C@H](C1)C2)NC2=NC=C(N=C2)C(F)(F)F)C2=NC=CC=N2